2-amino-3-cyclopropyl-5-(difluoro-methyl)benzamide NC1=C(C(=O)N)C=C(C=C1C1CC1)C(F)F